N1=CN=C(C2=CC=CC=C12)N 4-quinazolinamine